CN(C)CC=1C=C(C=CC1)C=1C=CC=C2C(=NC=NC12)N[C@H](CN1CCN(CC1)S(=O)(=O)C1=CSC(=C1)C1=CC(=NO1)C)C 8-{3-[(dimethylamino)methyl]phenyl}-N-[(2S)-1-(4-{[5-(3-methyl-1,2-oxazol-5-yl)thiophen-3-yl]sulfonyl}piperazin-1-yl)propan-2-yl]quinazolin-4-amine